(S)-2-(6-Chloro-4-(((3,3,3-trifluoropropyl)amino)methyl)pyridin-2-yl)-6-(1-(4-methyl-4H-1,2,4-triazol-3-yl)propan-2-yl)isoindolin-1-one ClC1=CC(=CC(=N1)N1C(C2=CC(=CC=C2C1)[C@H](CC1=NN=CN1C)C)=O)CNCCC(F)(F)F